3-((4-(((3R,4S)-1-Acryloyl-4-fluoropyrrolidin-3-yl)oxy)-1-isobutyl-1H-pyrrolo[3,2-c]pyridin-6-yl)amino)-1-methylpyridin-2(1H)-one C(C=C)(=O)N1C[C@H]([C@H](C1)F)OC1=NC(=CC2=C1C=CN2CC(C)C)NC=2C(N(C=CC2)C)=O